1-(3-methyl-3H-imidazo[4,5-c]pyridin-2-yl)cyclopropan-1-amine CN1C(=NC2=C1C=NC=C2)C2(CC2)N